trimethyl-L-α-asparaginate CC([C@](N)(C(N)=O)C)(C(=O)[O-])C